ClC1=NC=C2N(C(NC2=N1)=O)C 2-Chloro-7-methyl-7,9-dihydro-8H-purin-8-one